2-(Phenethylamino)-2-oxazoline C(CC1=CC=CC=C1)NC=1OCCN1